C(=O)(OC(C)(C)C)N1N=CC(=C1)C1=C(C=C2C=NN(C2=C1)C)OC1=C(C=C(C=C1)N)F 6-(1-Boc-pyrazol-4-yl)-5-(2-fluoro-4-aminophenoxy)-1-methyl-1H-indazole